O=C(CN1N=C(C2=C1C[C@@H]1[C@H]2C1)C(=O)OCC)N1CCC(CC1)SC1=C(C=CC=C1)C (3bR,4aR)-ethyl 1-(2-oxo-2-(4-(o-tolylthio)piperidin-1-yl)ethyl)-3b,4,4a,5-tetrahydro-1H-cyclopropa[3,4]cyclopenta[1,2-c]pyrazole-3-carboxylate